O1C(=CC2=C1C=CC=C2)C=2C=CC(=C(C2)NC2=NC=NC1=CC(=C(C=C21)OC2CCNCC2)OC)OC 4-((4-((5-(benzofuran-2-yl)-2-methoxyphenyl)amino)-7-methoxyquinazolin-6-yl)oxy)piperidin